CC(=O)N[C@@H]1[C@H]([C@@H]([C@H](O[C@H]1O)CO)O)O[C@@H]2[C@H]([C@@H]([C@@H]([C@@H](O2)CO)O)O)O The molecule is an amino disaccharide that is 2-acetamido-2-deoxy-beta-D-galactopyranose in which the hydroxy group at position 3 has been converted to the corresponding beta-L-galactopyranoside. It is an amino disaccharide, a member of acetamides and a beta-L-galactoside. It derives from a N-acetyl-beta-D-glucosamine.